FC=1C(=NC=C(C1)C=C(C)C)C#N 3-fluoro-5-(2-methylpropan-1-enyl)pyridine-2-carbonitrile